[p-(1-azetidinylsulfonyl)phenyl]boranediol N1(CCC1)S(=O)(=O)C1=CC=C(C=C1)B(O)O